O1N=NC=C1C(=O)N oxadiazole-5-carboxamide